1',2',3',4'-tetrahydro-[1,1'-binaphthyl]-2,8'-diol C=1(C(=CC=C2C=CC=CC12)O)C1CCCC2=CC=CC(=C12)O